ethyl 3-(3-(2-fluoro-5-(trifluoromethoxy)phenyl)-2,3,4,5-tetrahydro-1H-benzo[d]azepin-7-yl)propanoate FC1=C(C=C(C=C1)OC(F)(F)F)N1CCC2=C(CC1)C=C(C=C2)CCC(=O)OCC